CC1C(CCCC1C)N(CCCN)CCCN 2,3-dimethyl-bisaminopropylcyclohexylamine